COC(=O)C12C(CC(CC1)(CC2)C(=O)OC)=O 2-Oxobicyclo[2.2.2]octane-1,4-dicarboxylic acid dimethyl ester